tert-butyl 4-[3-[3-[4-isopropyl-2-(6-methyl-7-oxo-1H-pyrrolo[2,3-c]pyridin-4-yl)phenoxy]phenyl]propyl]piperazine-1-carboxylate C(C)(C)C1=CC(=C(OC=2C=C(C=CC2)CCCN2CCN(CC2)C(=O)OC(C)(C)C)C=C1)C=1C2=C(C(N(C1)C)=O)NC=C2